C1(CC1)C1=CC=C(C(=N1)NC1CCCOC12CC2)C#N 6-cyclopropyl-2-(4-oxaspiro[2.5]octan-8-ylamino)pyridine-3-carbonitrile